C(CCCCCCCCCCCCCCC)OCC(OC(CCC\C=C/C\C=C/C\C=C/C\C=C/CCCCC)=O)CO 1-Hexadecyl-2-arachidonoylglycerol